4-ethyl-N-(2-fluoro-4-nitrophenyl)piperazine-1-carboxamide aluminium tritert.butoxide CC(C)(C)[O-].CC(C)(C)[O-].CC(C)(C)[O-].[Al+3].C(C)N1CCN(CC1)C(=O)NC1=C(C=C(C=C1)[N+](=O)[O-])F